2-bromo-6-((1-(2,2,2-trifluoroethyl)piperidin-4-ylidene)methyl)pyridine BrC1=NC(=CC=C1)C=C1CCN(CC1)CC(F)(F)F